CC1(CN(C(O1)=O)C=1C=C2C(=CC=NC2=CC1)C(=O)OC(C)(C)C)C tert-butyl 6-(5,5-dimethyl-2-oxooxazolidin-3-yl)quinoline-4-carboxylate